C1(CCCC1)C12CC(C1)(C2)N2N=C1CCN(CC3C1=C2CCN3)C(C=C)=O 1-(2-(3-cyclopentylbicyclo[1.1.1]pentan-1-yl)-2,3,4,5,5a,6,8,9-octahydro-7H-1,2,5,7-tetraazabenzo[cd]azulen-7-yl)prop-2-en-1-one